C(OC1=CC(=C(C=C1)C)C1=CC=CC=C1)([O-])=O phenyl-p-toluyl carbonate